methyl (2S)-3-methyl-2-(methylamino)butanoate CC([C@@H](C(=O)OC)NC)C